2-(2,6-dioxopiperidin-3-yl)-5-(4-(hydroxymethyl)pyridin-2-yl)isoindoline-1,3-dione O=C1NC(CCC1N1C(C2=CC=C(C=C2C1=O)C1=NC=CC(=C1)CO)=O)=O